2-acetamido-4-chlorobenzoic acid C(C)(=O)NC1=C(C(=O)O)C=CC(=C1)Cl